octadec-9-enamide C(CCCCCCCC=CCCCCCCCC)(=O)N